NC=1C=C(C=C(C1)O)C(C(F)(F)F)(C(F)(F)F)C1=CC(=CC(=C1)O)N 2,2-di(3-amino-5-hydroxyphenyl)hexafluoropropane